5-hydroxyl-7-(4-hydroxy-3-methoxyphenyl)-1-(4-hydroxyphenyl)-4,6-heptadiene-3-one OC(=CC(CCC1=CC=C(C=C1)O)=O)C=CC1=CC(=C(C=C1)O)OC